(E)-1-(4-((4-([1,2,4]triazolo[1,5-a]pyridin-6-yloxy)-3-methylphenyl)amino)-5,8-dihydropyrido[4',3':4,5]thieno[2,3-d]pyrimidin-7(6H)-yl)-4-(dimethylamino)but-2-en-1-one N=1C=NN2C1C=CC(=C2)OC2=C(C=C(C=C2)NC=2C1=C(N=CN2)SC2=C1CCN(C2)C(\C=C\CN(C)C)=O)C